CC=1C=C(C=C(C1)C)C1CCC2(CN(C2C)C(OC(C)(C)C)=S)CC1 O-tert-Butyl 7-(3,5-dimethylphenyl)-1-methyl-2-azaspiro[3.5]nonane-2-carbothioate